CCCCCCCC\C=C/C\C=C/CCCCC (9Z,12Z)-octadeca-9,12-dien